tridecyl 6-{[2-(dimethylamino)ethyl]amino}hexadecanoate Tridecyl-6-oxohexadecanoate C(CCCCCCCCCCCC)OC(CCCCC(CCCCCCCCCC)=O)=O.CN(CCNC(CCCCC(=O)OCCCCCCCCCCCCC)CCCCCCCCCC)C